C(C)C(C#N)(C(C)(C)CC)C 2,3-diethyl-2,3-dimethylbutyronitrile